CC1(COC1)C=1NC=2C(=NC(=CC2)C(F)(F)F)N1 2-(3-Methyloxetan-3-yl)-5-(trifluoromethyl)imidazo[4,5-b]pyridin